3-dihydroxyaminomethylcyclohexane ON(O)CC1CCCCC1